C1(CC1)C1=CC(=C(C(=O)NC=2C=CC=3N(C2)C(=CN3)[N+](=O)[O-])C=C1C(F)(F)F)OC1=C(C=C(C=C1)F)C 4-Cyclopropyl-2-(4-fluoro-2-methylphenoxy)-N-(3-nitroimidazo[1,2-a]pyridin-6-yl)-5-(trifluoromethyl)benzamide